NC1=NC(=CC(=C1)C1=NC(=CC(=N1)N=[S@@](=O)(C1COC1)C)N1[C@@H](COCC1)C)OC (S)-((2-(2-amino-6-methoxypyridin-4-yl)-6-((R)-3-methylmorpholino)pyrimidin-4-yl)imino)(methyl)(oxetan-3-yl)-λ6-sulfanone